O(S(=O)(=O)C(F)(F)F)C1=CC2=C(N(CC(CS2(=O)=O)(CC)CCCC)C2=CC=C(C=C2)F)C=C1SC 3-butyl-3-ethyl-5-(4-fluorophenyl)-7-(methylthio)-1,1-dioxido-2,3,4,5-tetrahydro-1,5-benzothiazepin-8-yl triflate